(tert-butoxycarbonylamino)-4-hydroxy-piperidine-1-carboxylic acid benzyl ester C(C1=CC=CC=C1)OC(=O)N1C(CC(CC1)O)NC(=O)OC(C)(C)C